butyl-thioglucose C(CCC)C(=S)[C@H](O)[C@@H](O)[C@H](O)[C@H](O)CO